4-(3-hydroxyphenyl)-7-(2-methoxyphenyl)-2-methyl-5-oxo-1,4,5,6,7,8-hexahydroquinoline-3-carboxylic acid OC=1C=C(C=CC1)C1C(=C(NC=2CC(CC(C12)=O)C1=C(C=CC=C1)OC)C)C(=O)O